2-(p-tolyl)propionaldehyde C1(=CC=C(C=C1)C(C=O)C)C